C(CCCCCCCCCCCCCCCCC)(=O)OC[C@@H](OC(CCCCCCC\C=C/CCCCCCCC)=O)COC(CCCCCCC\C=C/C\C=C/CCCCC)=O 1-Stearoyl-2-Oleoyl-3-Linoleoyl-sn-glycerol